(3-Chlorophenylamino)-N-[2-(3-chlorophenyl)propan-2-yl]-1,2,3-thiadiazole-4-carboxamide ClC=1C=C(C=CC1)NC1=C(N=NS1)C(=O)NC(C)(C)C1=CC(=CC=C1)Cl